C(CCO)O mono-1,3-propylene glycol